tert-butyl (S)-2-(3-(4-amino-1-(2,6-dichloro-4-hydroxyphenyl)-6-oxo-1,6-dihydropyrimidine-5-carboxamido)phenyl)pyrrolidine-1-carboxylate NC=1N=CN(C(C1C(=O)NC=1C=C(C=CC1)[C@H]1N(CCC1)C(=O)OC(C)(C)C)=O)C1=C(C=C(C=C1Cl)O)Cl